CN1N=C2C=C(C=CC2=C1)C1=C(C=CC=C1OC)F 2-methyl-6-(2-fluoro-6-methoxyphenyl)-2H-indazole